N-(1-ethyl-3,5-dimethyl-1H-pyrazol-yl)-3,4,5-trimethoxybenzamide C(C)N1N=C(C(=C1C)NC(C1=CC(=C(C(=C1)OC)OC)OC)=O)C